FC=1C=C(OC2=CC=C(C=C2)C2=NC3=CC(=C(C=C3C(=N2)N)OCCOC)OCCOC)C=CC1 (4-(3-fluorophenoxy)phenyl)-6,7-bis(2-methoxyethoxy)quinazolin-4-amine